C1(CC1)C=1N=C(SC1)C1=NC(=CC(=N1)C(C)O)NC1CCC(CC1)(F)F 1-(2-(4-cyclopropylthiazol-2-yl)-6-((4,4-difluorocyclohexyl)amino)pyrimidin-4-yl)ethan-1-ol